8-amino-N-(2-(2,6-dioxopiperidin-3-yl)-1,3-dioxoisoindolin-5-yl)octanamide hydrochloride Cl.NCCCCCCCC(=O)NC=1C=C2C(N(C(C2=CC1)=O)C1C(NC(CC1)=O)=O)=O